4-(1H-pyrrolo[2,3-b]pyridin-5-yl)thiomorpholine 1,1-dioxide N1C=CC=2C1=NC=C(C2)N2CCS(CC2)(=O)=O